FC=1C=C(C=CC1N1CCOCC1)N1[CH-]O[C@H](C1=O)CCl (5R)-3-[3-fluoro-4-(4-morpholinyl)phenyl]-5-chloromethyl-2-oxazolidone